C1=C(CCC2=CC=CC=C12)B1OC(C(O1)(C)C)(C)C 2-(3,4-dihydronaphthalen-2-yl)-4,4,5,5-tetramethyl-1,3,2-dioxaborolane